{(4S)-8-fluoro-2-[4-(3-methoxyphenyl)piperazin-1-yl]-3-[2-methoxy-5-(trifluoromethyl)phenyl]-3,4-dihydroquinazolin-4-yl}-acetate FC=1C=CC=C2[C@@H](N(C(=NC12)N1CCN(CC1)C1=CC(=CC=C1)OC)C1=C(C=CC(=C1)C(F)(F)F)OC)CC(=O)[O-]